7-amino-8-(3-hydroxy-2,6-dimethylphenyl)-3-methyl-3,8-dihydroimidazo[4,5-d]pyrrolo[3,2-b]pyridine-6-carboxamide NC1=C(C2=NC=C3C(=C2N1C1=C(C(=CC=C1C)O)C)N=CN3C)C(=O)N